BrC=1C=C(C=CC1CN1C=NC=2C=NC=3N=C(C=CC3C21)OC)S(=O)(=O)N 3-Bromo-4-((7-methoxy-1H-imidazo[4,5-c][1,8]naphthyridin-1-yl)methyl)benzene-sulfonamide